OCCCCOC=1C=C(C=CC1)N(CCO)CCO 2,2'-[[3-(4-Hydroxybutoxy)phenyl]azanediyl]diethanol